1-[4-[6-methyl-7-(5-methyl-1-tetrahydropyran-2-yl-indazol-4-yl)-5,6,7,8-tetrahydroquinazolin-4-yl]piperazin-1-yl]prop-2-en-1-one CC1CC=2C(=NC=NC2CC1C1=C2C=NN(C2=CC=C1C)C1OCCCC1)N1CCN(CC1)C(C=C)=O